OC=1C(=NC=CC1OC)C(=O)N 3-hydroxy-4-methoxypyridinamide